C1=CC=CC=2C3=CC=CC=C3C(C12)=NC(C#N)CCCC=1OC=CC1 ((9H-fluoren-9-ylidene)amino)-5-(furan-2-yl)valeronitrile